ethyl 4-hydroxy-1,5-dimethyl-2-oxo-6,7-dihydro-5H-cyclopenta[b]pyridine-3-carboxylate OC=1C2=C(N(C(C1C(=O)OCC)=O)C)CCC2C